N-[(2R,4S)-2-(1-cyclopropyl-1H-pyrazol-4-yl)tetrahydro-2H-pyran-4-yl]-3-[(E)-2-ethoxyvinyl]-5,6-dimethylpyrazine-2-carboxamide C1(CC1)N1N=CC(=C1)[C@@H]1OCC[C@@H](C1)NC(=O)C1=NC(=C(N=C1\C=C\OCC)C)C